FC1(CCC1)CNC1=NN2C(C=N1)=C(C=C2)C=2C=C1C=CC=NC1=CC2 N-((1-fluorocyclobutyl)methyl)-5-(quinolin-6-yl)pyrrolo[2,1-f][1,2,4]triazin-2-amine